NCCC=1C=C2C=CC(=CC2=CC1)C(=O)N1CCSCC1 [6-(2-aminoethyl)-2-naphthyl]-thiomorpholino-methanone